4-{[(1R)-1-[3-nitro-5-(trifluoromethyl)phenyl]ethyl]amino}pyrrolo[2,1-f][1,2,4]triazine-6-carboxylic acid lithium salt [Li+].[N+](=O)([O-])C=1C=C(C=C(C1)C(F)(F)F)[C@@H](C)NC1=NC=NN2C1=CC(=C2)C(=O)[O-]